(4-(3-bromoimidazo[1,2-a]pyrazin-6-yl)phenyl)(4-methylcyclohexyl)methanone BrC1=CN=C2N1C=C(N=C2)C2=CC=C(C=C2)C(=O)C2CCC(CC2)C